C(C)N1C(CCC12CCC(CC2)C2CC21N(CCC(C1)C(=O)N)C(=O)C1=NNC(=C1)C1=CC(=NC=C1F)OC)=O ((5R,8r)-1-ethyl-2-oxo-1-azaspiro[4.5]decan-8-yl)-4-(5-(5-fluoro-2-methoxypyridin-4-yl)-1H-pyrazole-3-carbonyl)-4-azaspiro[2.5]octane-7-carboxamide